2-methoxy-N-methylethan-1,1-d2-1-amine, hydrochloride Cl.COCC(NC)([2H])[2H]